ClC=1C(=C(C=CC1F)NC(/C=C/C(=O)OCC)=O)F ethyl (E)-4-((3-chloro-2,4-difluoro-phenyl) amino)-4-oxobut-2-enoate